FC=1C=NC=CC1C1=C(N=C(N=N1)N)C=1OC(=CN1)C 6-(3-fluoro-4-pyridinyl)-5-(5-methyl-oxazol-2-yl)-1,2,4-triazin-3-amine